C1(CCCC1)N1[C@@H](C(N(C=2C=NC(=NC12)NC1=C(C=C(C(=O)NCCCOCCCCOC2CCNCC2)C=C1)OC)C)=O)CC 4-[[(7R)-8-cyclopentyl-7-ethyl-5-methyl-6-oxo-7H-pteridin-2-yl]amino]-3-methoxy-N-[3-[4-(4-piperidyloxy)butoxy]propyl]benzamide